4-trifluoromethyl-2,3,5,6-tetrafluorothiophenol FC(C1=C(C(=C(C(=C1F)F)S)F)F)(F)F